(3E)-4-(4-hydroxyphenyl)but-3-enoic acid OC1=CC=C(C=C1)/C=C/CC(=O)O